BrC1=CC=C2C=NN(C(C2=C1)=O)C1C(N(C(CC1)=O)CC1=CC=C(C=C1)OC)=O 3-(7-bromo-1-oxo-phthalazin-2-yl)-1-[(4-methoxyphenyl)methyl]piperidine-2,6-dione